ClC1=C(C=CC=C1)C=1N=C2C=3C=C(C=NC3C=CN2C1C#N)C=1C=NN(C1)C 2-(2-Chlorophenyl)-9-(1-methyl-1H-pyrazol-4-yl)imidazo[2,1-f][1,6]naphthyridine-3-carbonitrile